CC1=CC=C(N=N1)[C@@H](C)NC(C1=CC(=CC(=C1)OC[C@@H]1COCC1)C=1SC(=CN1)C)=O N-[(1R)-1-(6-Methylpyridazin-3-yl)ethyl]-3-(5-methyl-1,3-thiazol-2-yl)-5-[(3S)-tetrahydrofuran-3-ylmethoxy]benzamide